perfluorooctanoic acid ethyl ester C(C)OC(C(C(C(C(C(C(C(F)(F)F)(F)F)(F)F)(F)F)(F)F)(F)F)(F)F)=O